FC1=NC(=CC=C1C=1C=NN(C1)C1OCCOC1)[Sn](C)(C)C 2-fluoro-3-[1-(dioxane-2-yl)pyrazol-4-yl]-6-(trimethylstannyl)pyridine